C(N)(O)=O.C(N)(O)=O.C(C=C)(=O)OCC ethyl acrylate dicarbamate